IC=1C=CC2=C(CCO2)C1 5-iodo-2,3-dihydrobenzofuran